C1CC12CCN(CC2)C2=C(C=1CCCC1C(=C2)NS(=O)(=O)CCO)C(=O)NC2=NC(=CN=C2)N2CCC(CC2)(F)F 5-{6-Azaspiro[2.5]oct-6-yl}-N-[6-(4,4-difluoropiperidin-1-yl)pyrazin-2-yl]-7-(2-hydroxyethanesulfonylamino)-2,3-dihydro-1H-indene-4-carboxamide